5-bromo-1-ethyl-1H-pyrazol-4-yl-(4-iodo-1-methyl-1H-pyrazol-3-yl)methanol BrC1=C(C=NN1CC)C(O)C1=NN(C=C1I)C